tert-butyl 3-((2R)-2-(3-oxa-8-azabicyclo[3.2.1]octan-8-yl)-3-(2-chloro-5-(ethoxycarbonyl)-3-nitrophenoxy)propoxy)-4-chloro-5-nitrobenzoate C12COCC(CC1)N2[C@@H](COC=2C=C(C(=O)OC(C)(C)C)C=C(C2Cl)[N+](=O)[O-])COC2=C(C(=CC(=C2)C(=O)OCC)[N+](=O)[O-])Cl